ClC1=C(C=CC=C1)CC(=O)NC=1C=C(C2=CN(N=C2C1)CCC1CC1)S(N)(=O)=O 2-(2-chlorophenyl)-N-(2-(2-cyclopropylethyl)-4-sulfamoyl-2H-indazol-6-yl)acetamide